CC=1C=C(C=C(C1C)C)[Se][Se]C1=CC(=C(C(=C1)C)C)C bis(3,4,5-trimethylphenyl) diselenide